rac-(R)-6-(1-hydroxyethyl)quinoline-4-carboxylic acid O[C@H](C)C=1C=C2C(=CC=NC2=CC1)C(=O)O |r|